3-chloro-N-((4r,5s,7r,8r,9s,10r)-8,10-dihydroxy-7-(hydroxymethyl)-9-(4-(3,4,5-trifluorophenyl)-1H-1,2,3-triazol-1-yl)-1,6-dioxaspiro[4.5]dec-4-yl)-2-naphthamide ClC=1C(=CC2=CC=CC=C2C1)C(=O)N[C@@H]1CCO[C@]12O[C@@H]([C@@H]([C@@H]([C@H]2O)N2N=NC(=C2)C2=CC(=C(C(=C2)F)F)F)O)CO